C1NCC12CC(C2)N2CCN(CC2)C=2C=C1C(N(C(C1=CC2)=O)C2C(NC(CC2)=O)=O)=O 5-(4-(2-azaspiro[3.3]heptan-6-yl)piperazin-1-yl)-2-(2,6-dioxopiperidin-3-yl)isoindole-1,3-dione